N,1-dimethyl-1,6-dihydroimidazo[4,5-d]pyrrolo[2,3-b]pyridine-8-carboxamide CNC(=O)C1=CNC2=NC=C3C(=C21)N(C=N3)C